CC[C@H](C)[C@@H](C(=O)NCC(=O)[O-])[NH3+] The molecule is a dipeptide zwitterion obtained by transfer of a proton from the carboxy to the amino terminus of Ile-Gly. Major species at pH 7.3. It has a role as a metabolite. It is a tautomer of an Ile-Gly.